ClCC1=NC=C(C=C1)C(F)(F)F 2-(chloromethyl)-5-(trifluoromethyl)pyridine